(R)-5-(2-fluoro-4-phenoxyphenyl)-7-(tetrahydro-2H-pyran-3-yl)imidazo[5,1-f][1,2,4]triazin-4-amine FC1=C(C=CC(=C1)OC1=CC=CC=C1)C=1N=C(N2N=CN=C(C21)N)[C@@H]2COCCC2